(S)-2-((((9H-fluoren-9-yl)methoxy)carbonyl)amino)-3-(4'-((2-aminoethyl)carbamoyl)-[1,1'-biphenyl]-4-yl)propanoic acid C1=CC=CC=2C3=CC=CC=C3C(C12)COC(=O)N[C@H](C(=O)O)CC1=CC=C(C=C1)C1=CC=C(C=C1)C(NCCN)=O